1-methyl-4-(4-(4,4,5,5-tetramethyl-1,3,2-dioxaborolan-2-yl)-2-(trifluoromethyl)phenyl)piperazine CN1CCN(CC1)C1=C(C=C(C=C1)B1OC(C(O1)(C)C)(C)C)C(F)(F)F